O[C@H]([C@@H](C)N1N=C(C=C1)C)C ((2R,3S)-3-hydroxybutan-2-yl)-3-methyl-1H-pyrazol